(2,5-difluoro-4-nitrophenyl)(6-methoxy-2-azaspiro[3.3]hept-2-yl)methanone FC1=C(C=C(C(=C1)[N+](=O)[O-])F)C(=O)N1CC2(C1)CC(C2)OC